6,7-dimethoxy-3,4-dihydroisoquinoline-2(1H)-formaldehyde COC=1C=C2CCN(CC2=CC1OC)C=O